CC1(OB(OC1(C)C)C1=C(N)C=CC(=C1)B1OC(C(O1)(C)C)(C)C)C 2,4-bis(4,4,5,5-tetramethyl-1,3,2-dioxaborolan-2-yl)aniline